benzyl (R)-3-((tert-butoxycarbonyl) amino)-4-oxobutanoate C(C)(C)(C)OC(=O)N[C@H](CC(=O)OCC1=CC=CC=C1)C=O